N1(C=NC2=C1C=CC=C2)C2=CC=C(C=C2)NC(=O)NC=2NN=C(C2)C2CC2 1-(4-benzoimidazol-1-yl-phenyl)-3-(5-cyclopropyl-2H-pyrazol-3-yl)-urea